2-(2-Ethoxy-4-(4,4,5,5-tetramethyl-1,3,2-dioxaborolan-2-yl)phenoxy)acetic Acid C(C)OC1=C(OCC(=O)O)C=CC(=C1)B1OC(C(O1)(C)C)(C)C